[2-(7-Chloro-4-methoxy-2-methyl-indol-1-yl)-ethyl]-{6-[3-ethylamino-4-(1H-tetrazol-5-yl)-phenyl]-pyrimidin-4-yl}-amin ClC=1C=CC(=C2C=C(N(C12)CCNC1=NC=NC(=C1)C1=CC(=C(C=C1)C1=NN=NN1)NCC)C)OC